(3-methoxy-4-((3-(7-(((Z)-1-methyl-3-(trifluoromethyl)piperidin-4-yl)amino)-3-(2,2,2-trifluoroethyl)benzo[b]thiophen-2-yl)prop-2-yn-1-yl)amino)phenyl)dimethylphosphine oxide COC=1C=C(C=CC1NCC#CC1=C(C2=C(S1)C(=CC=C2)NC2C(CN(CC2)C)C(F)(F)F)CC(F)(F)F)P(C)(C)=O